methyl 3-cyclopropyl-4-{[3-(2-methylpropanamido)phenyl]amino}benzoate C1(CC1)C=1C=C(C(=O)OC)C=CC1NC1=CC(=CC=C1)NC(C(C)C)=O